triisoamyl-cyclohexane C(CC(C)C)C1C(CCCC1)(CCC(C)C)CCC(C)C